[Ce].[W].[Mo].[Ni].BrC=1C=C(C=CC1)N1CCC1 1-(3-Bromophenyl)azetidine nickel molybdenum tungsten-cerium